ClCC(=O)N1CCC2(N(C(CS2)=O)CC=2OC(=CC2)C2=CC=C3C=CN(C3=C2)C)CC1 8-(2-chloroacetyl)-4-((5-(1-methyl-1H-indol-6-yl)furan-2-yl)methyl)-1-thia-4,8-diazaspiro[4.5]Decan-3-one